2-chloro-4-fluoro-5-methoxy-phenyl-boronic acid ClC1=C(C=C(C(=C1)F)OC)B(O)O